CC1N(CCOC1)C=1C=C(C=2N(N1)C(=CN2)C2=CC=NN2)C2=CC=NN2C 3-methyl-4-(8-(1-methyl-1H-pyrazol-5-yl)-3-(1H-pyrazol-5-yl)imidazo[1,2-b]pyridazin-6-yl)morpholine